FC1(CN(C1)C1=NC(=NC=2N3CCOC(C3=NC12)(C)C)C=1C=NC(=NC1)N)F 5-[1-(3,3-Difluoro-azetidin-1-yl)-8,8-dimethyl-5,6-dihydro-8H-7-oxa-2,4,4b,9-tetraaza-fluoren-3-yl]-pyrimidin-2-ylamine